(2S)-2-amino-N-[3-(2,6-difluorobenzoyl)-5,6,7,8-tetrahydro-4H-cyclohepta[b]thiophen-2-yl]propanamide N[C@H](C(=O)NC1=C(C2=C(S1)CCCCC2)C(C2=C(C=CC=C2F)F)=O)C